BrC=1C=C(C=2N(C1)C=C(N2)C(=O)O)C(NC)=O 6-bromo-8-(methylcarbamoyl)imidazo[1,2-a]pyridine-2-carboxylic acid